CC=1C(=CC=2C3=CC(=C(C=C3C3=CC(=C(C=C3C2C1)C1=C(C(=O)NCCCCCCCCCCCC)C=CC=C1)C)C1=C(C(=O)NCCCCCCCCCCCC)C=CC=C1)C)C1=C(C(=O)NCCCCCCCCCCCC)C=CC=C1 (3,7,11-trimethyl-triphenylene-2,6,10-triyl)tris(N-dodecyl-benzamide)